3-(3-chloro-4-fluorophenyl)-1-(4-methoxyphenyl)-1-((5,6,7,8-tetrahydro-[1,2,4]triazolo[4,3-a]pyridin-3-yl)methyl)urea ClC=1C=C(C=CC1F)NC(N(CC1=NN=C2N1CCCC2)C2=CC=C(C=C2)OC)=O